(E)-2-(4-chlorophenyl)-N-(4-fluorophenyl)-1-methyl-6,7,8,9-tetrahydropyrido[1,2-a]pyrrolo[2,3-d]pyrimidine-4(1H)-imine ClC1=CC=C(C=C1)C1=CC/2=C(N=C3N(\C2=N\C2=CC=C(C=C2)F)CCCC3)N1C